N1CCC(CC1)C=1OC(=CN1)C1=CC(=NC=C1)N[C@H]1[C@@H](COCC1)O (3S,4R)-4-((4-(2-(piperidin-4-yl)oxazol-5-yl)pyridin-2-yl)amino)tetrahydro-2H-pyran-3-ol